4-[[5-(5-tert-butyl-1,3,4-oxadiazol-2-yl)-4-[[(2S)-2-hydroxy-1-phenyl-ethyl]amino]pyrimidin-2-yl]amino]-N,N,2-trimethyl-benzamide C(C)(C)(C)C1=NN=C(O1)C=1C(=NC(=NC1)NC1=CC(=C(C(=O)N(C)C)C=C1)C)NC(CO)C1=CC=CC=C1